ClC1=C(C2=C(NC(C(=C2O)C2=CC=C(C=C2)F)=O)S1)C=1C=C2CCCC2=CC1 2-Chloro-5-(4-fluorophenyl)-4-hydroxy-3-indan-5-yl-7H-thieno[2,3-b]pyridin-6-one